6-chloro-2-(pyridin-3-yl)-N-(4-(trifluoromethoxy)pyridin-2-yl)pyrimidin-4-amine ClC1=CC(=NC(=N1)C=1C=NC=CC1)NC1=NC=CC(=C1)OC(F)(F)F